OCCCCCCOC=1C=C2C=CC(=CC2=CC1)C(=O)O 6-(6-hydroxyhexoxy)naphthalene-2-carboxylic acid